13-trans-octadecenoic acid C(C=CCCCCCCCCCCCCCCC)(=O)O